4-cyclopropyl-2-((4-fluoro-2-methylphenyl)amino)benzoic acid C1(CC1)C1=CC(=C(C(=O)O)C=C1)NC1=C(C=C(C=C1)F)C